1,4-bis(2-methoxyethoxy)-2,5-di-tert-butylbenzene COCCOC1=C(C=C(C(=C1)C(C)(C)C)OCCOC)C(C)(C)C